CC1=C(C=CC(=C1C)C1=CC=C(C=C1)C=1C(=NNC1C)C1=CC(=NC=C1)N1CCOCC1)S(=O)(=O)N 2,3-dimethyl-4-[4-[5-methyl-3-(2-morpholino-4-pyridyl)-1H-pyrazol-4-yl]phenyl]benzenesulfonamide